ClC1=NN(C2=NC(=NC=C21)Cl)C(CCOC2=NN(C(=C2[N+](=O)[O-])C)C2CCOCC2)([2H])[2H] 3,6-dichloro-1-[1,1-dideutero-3-(5-methyl-4-nitro-1-tetrahydropyran-4-yl-pyrazol-3-yl)oxy-propyl]pyrazolo[3,4-d]pyrimidine